tert-Butyl 2-[4-{5-chloro-2-[5-(difluoromethyl)-1,3,4-oxadiazol-2-yl]phenyl}-5-methoxy-2-oxopyridin-1(2H)-yl]-4-methoxybutanoate ClC=1C=CC(=C(C1)C1=CC(N(C=C1OC)C(C(=O)OC(C)(C)C)CCOC)=O)C=1OC(=NN1)C(F)F